O=C1NCNC2=C1C1=C(CN(CCC1)C(=O)OC(C)(C)C)S2 tert-butyl 4-oxo-3,4,5,6,7,9-hexahydro-1H-pyrimido[5',4':4,5]thieno[2,3-c]azepine-8(2H)-carboxylate